ClC=1C=NN2C1CN(CCC2)C(=O)OC(C)(C)C tert-butyl 3-chloro-7,8-dihydro-4H-pyrazolo[1,5-a][1,4]diazepine-5(6H)-carboxylate